N-methoxy-4-((3-(1-methyl-1H-pyrazol-4-yl)-2-(N-Methylmethanesulfonamido)phenyl)amino)nicotinamide CONC(C1=CN=CC=C1NC1=C(C(=CC=C1)C=1C=NN(C1)C)N(S(=O)(=O)C)C)=O